vinyl-tri(methylbutynyloxy)silane C(=C)[Si](OC#CC(C)C)(OC#CC(C)C)OC#CC(C)C